methyl 4-amino-3,5-dinitrobenzoate NC1=C(C=C(C(=O)OC)C=C1[N+](=O)[O-])[N+](=O)[O-]